(2-(2-(2-Aminophenoxy)ethoxy)ethyl)(2-hydroxyethyl)carbamic acid tert-butyl ester C(C)(C)(C)OC(N(CCO)CCOCCOC1=C(C=CC=C1)N)=O